7-Methyl-α-ethyltryptamine CC1=C2NC=C(CC(N)CC)C2=CC=C1